5-(4-ethylphenyl)-N-isopropylthiophene-2-carboxamide C(C)C1=CC=C(C=C1)C1=CC=C(S1)C(=O)NC(C)C